C(C)(C)(C)OC(=O)N[C@@H](C(=O)O)CC=1C=C(C=C(C1)CP(=O)(OCC)OCC)C1=CC=C(C=C1)Cl |r| (+/-)-α-tert.butyloxycarbonylamino-3-(4'-chloro-5-(diethoxyphosphinyl)methyl-[1,1'-biphenyl]-3-yl)propanoic acid